O([C@H]1[C@H](O)[C@@H](O)[C@H](O)[C@H](O1)C(=O)O)C1=C(C=CC=C1)OC 2-methoxyphenyl beta-D-glucopyranosiduronic acid